ClC(=C[C@H]1C([C@@H]1C(=O)OC)(C)C)Cl methyl (1R,3S)-3-(2,2-dichloroethenyl)-2,2-dimethylcyclopropanecarboxylate